C(CCCCCCCCCCCCC)OC(CC(=O)O)COCCCCCCCCCCCCCC 3,4-bis(tetradecyloxy)butyric acid